(s)-4-Bromo-5-fluoro-2-((1,1,1-trifluoropropan-2-yl)oxy)benzonitrile BrC1=CC(=C(C#N)C=C1F)O[C@H](C(F)(F)F)C